C[Si](OCC)(C1=CC=CC=C1)C1=CC=CC=C1 ((methyldiphenylsilyl)oxy)ethan